(R)-3-amino-4-(4-chlorophenyl)-butyric acid N[C@@H](CC(=O)O)CC1=CC=C(C=C1)Cl